Cl.Cl.N(=NC(C)(C)C=1NCCN1)C(C)(C)C=1NCCN1 2,2'-azo-bis[2-(2-imidazolin-2-yl)propane] dihydrochloride